3-(1-acetylpiperidin-4-yl)-N-(4-bromo-2,5-dimethylphenyl)-N-(6,7-dihydro-5H-cyclopenta[b]pyridin-2-yl)propiolamide C(C)(=O)N1CCC(CC1)C#CC(=O)N(C1=CC=C2C(=N1)CCC2)C2=C(C=C(C(=C2)C)Br)C